8-((1-(2-aminoethyl)-1H-indol-6-yl)sulfonyl)-5-chloro-3-hydroxyquinazoline-2,4(1H,3H)-dione NCCN1C=CC2=CC=C(C=C12)S(=O)(=O)C=1C=CC(=C2C(N(C(NC12)=O)O)=O)Cl